C(C=C)(=O)O.CCC[Si](OC)(OC)OC 3-propyl-trimethoxysilane acrylate